C1(CCCCC1)NC(C(=O)C1=CC(=C(C=C1)OCC(=O)NC=1C(=NC(=CC1)Cl)Cl)OC)=O N-cyclohexyl-2-(4-(2-((2,6-dichloropyridin-3-yl)amino)-2-oxoethoxy)-3-methoxyphenyl)-2-oxoacetamide